tert-Butyl 2-(bromomethyl)acrylate BrCC(C(=O)OC(C)(C)C)=C